3-fluoro-benzofuro[3,2-b]pyridine FC=1C=C2C(=NC1)C1=C(O2)C=CC=C1